ClC=1C=C(C=C(C1)Cl)SSC1=CC(=CC(=C1)Cl)Cl bis(3,5-dichlorophenyl) disulfide